Dimethyl 4-(7-cyanobenzo[b]thiophen-3-yl)-2,6-dicyclopropyl-1,4-dihydropyridin-3,5-dicarboxylat C(#N)C1=CC=CC2=C1SC=C2C2C(=C(NC(=C2C(=O)OC)C2CC2)C2CC2)C(=O)OC